COC1=NC(=NC=C1C(=O)NC1=C(C=CC(=C1)N1N=NC(=C1)C(NCCCN1CCOCC1)=O)N1CCN(CC1)C)SC 4-methoxy-N-(2-(4-methylpiperazin-1-yl)-5-(4-((3-morpholinopropyl)carbamoyl)-1H-1,2,3-triazol-1-yl)phenyl)-2-(methylthio)pyrimidine-5-carboxamide